3-(5-(3-fluoro-5-(imidazo[1,2-a]pyridine-3-carboxamido)-4-methylphenyl)-4-(4-methoxybenzyl)-4H-1,2,4-triazol-3-yl)azetidine-1-carboxylic acid methyl ester COC(=O)N1CC(C1)C1=NN=C(N1CC1=CC=C(C=C1)OC)C1=CC(=C(C(=C1)NC(=O)C1=CN=C2N1C=CC=C2)C)F